5-(6-bromo-1H-indazol-3-yl)-2-fluoro-3-(trifluoromethyl)phenol BrC1=CC=C2C(=NNC2=C1)C=1C=C(C(=C(C1)O)F)C(F)(F)F